6-Chloro-3-(3-cyano-1-hydroxycyclobutyl)-1H-pyrrolo[3,2-c]pyridine-1-carboxylate ClC1=CC2=C(C=N1)C(=CN2C(=O)[O-])C2(CC(C2)C#N)O